FC1=CC=C(C=C1)N1N=C(C=C1C(F)(F)F)C=1OC=CC1 1-(4-Fluorophenyl)-3-(furan-2-yl)-5-(trifluoromethyl)-1H-pyrazole